5-[3-(1H-tetrazol-5-yl)phenyl]-8,9,10,11-tetrahydronaphtho[2,1-b][1,4]diazepin-2,4(3H,5H)-dione sodium salt [Na].N1N=NN=C1C=1C=C(C=CC1)N1C2=C(NC(CC1=O)=O)C=1CCCCC1C=C2